C[N+]1=CN(C=C1)CCC 1-methyl-3-propylimidazol-1-ium